NC(CNC(=O)C1=NC(=CN=C1)C=1NC2=CC=C(C=C2C1)F)(C)C N-(2-amino-2-methylpropyl)-6-(5-fluoro-1H-indol-2-yl)pyrazine-2-carboxamide